N-(4-fluoro-2-tetrahydropyran-4-yloxy-phenyl)-5-methyl-pyrrolo[3,2-d]pyrimidin-4-amine FC1=CC(=C(C=C1)NC=1C2=C(N=CN1)C=CN2C)OC2CCOCC2